5-Chloro-7,8-dihydro-6H-pyrazolo[1,5-a]pyrrolo[3,2-e]pyrimidine-3-carboxylic acid ethyl ester C(C)OC(=O)C=1C=NN2C1N=C(C1=C2NCC1)Cl